C(C)(=O)OCN1N=NN=C1CC[C@@]1(C[C@@H]2C[C@H](NC[C@@H]2CC1)C(=O)OCC(CC)CC)F 2-ethylbutyl (3S,4aS,6S,8aR)-6-{2-[1-(acetoxymethyl)-1H-tetraazol-5-yl]ethyl}-6-fluoroperhydro-3-isoquinolinecarboxylate